6-(1,4-dimethyl-1H-1,2,3-triazol-5-yl)-1-methyl-4-(phenyl-(tetrahydro-2H-pyran-4-yl)methyl)-2-(prop-1-en-2-yl)-1,4-dihydropyrrolo[2',3':4,5]pyrrolo[3,2-b]pyridine CN1N=NC(=C1C=1C=C2C(=NC1)C1=C(N2C(C2CCOCC2)C2=CC=CC=C2)C=C(N1C)C(=C)C)C